(E)-1-((1R,5S,6s)-6-((4-amino-7-methyl-5-(4-phenoxyphenyl)-7H-pyrrolo[2,3-d]pyrimidin-6-yl)ethynyl)-3-azabicyclo[3.1.0]hexan-3-yl)-4-(diethylamino)but-2-en-1-one NC=1C2=C(N=CN1)N(C(=C2C2=CC=C(C=C2)OC2=CC=CC=C2)C#CC2[C@@H]1CN(C[C@H]21)C(\C=C\CN(CC)CC)=O)C